benzyl N-(1,3-dihydroxypropan-2-yl)carbamate OCC(CO)NC(OCC1=CC=CC=C1)=O